C12C(CC(CC1)C2)N2C(=NC(=C2)NC(=O)C=2N(C=C(C2)NC(CCNC(=O)C=2N(C=C(N2)NC(=O)C=2N(C=CN2)C)C)=O)C)C(=O)OCC ethyl 1-{bicyclo[2.2.1]heptan-2-yl}-4-[1-methyl-4-(3-{[1-methyl-4-(1-methylimidazole-2-amido)imidazol-2-yl] formamido}propanamido)pyrrole-2-amido]imidazole-2-carboxylate